ClC=CCC(=O)OC1=C(C=CC=C1)C1=C2C=CC(C(=C3C=CC(=C(C=4C=CC(=C(C5=CC=C1N5)C5=C(C=CC=C5)OC(CC=CCl)=O)N4)C4=C(C=CC=C4)OC(CC=CCl)=O)N3)C3=C(C=CC=C3)OC(CC=CCl)=O)=N2 tetrakis[(4-chloro-3-butenoyloxy)phenyl]porphyrin